1-(3,3-difluoro-4-hydroxy-1-azaspiro[4.4]nonan-1-yl)butane-1,2-dione FC1(CN(C2(C1O)CCCC2)C(C(CC)=O)=O)F